[Br-].C(\C=C\C)[N+](C1=CC=CC=C1)(C)C(C)C Racemic-(E)-N-(but-2-en-1-yl)-N-isopropyl-N-methylbenzenaminium bromide